9-(4-((1-(3-Fluoropropyl)azetidin-3-yliden)methyl)phenyl)-8-(5-methyl-2-(trifluoromethyl)phenyl)-6,7-dihydro-5H-benzo[7]annulen FCCCN1CC(C1)=CC1=CC=C(C=C1)C1=C(CCCC2=C1C=CC=C2)C2=C(C=CC(=C2)C)C(F)(F)F